P(O)(=O)(OP(=O)(O)OP(=O)(O)O)OC[C@@H]1[C@H]([C@H]([C@@H](O1)N1C(=O)N=C(N)C=C1)F)O 2'-fluoro-2'-deoxycytidine triphosphate